Cl.ClC1=C(C=C(C(=C1)F)F)C(C)(C)N 2-(2-chloro-4,5-difluorophenyl)propan-2-amine hydrochloride